(1R,3r,5S,6r)-3-(1-(4-methoxybenzyl)-5-(3-(methoxymethyl)-1-methyl-1H-pyrazole-5-carboxamido)-1H-pyrazole-3-yl)bicyclo[3.1.0]hexane-6-carboxylic acid ethyl ester C(C)OC(=O)C1[C@H]2CC(C[C@@H]12)C1=NN(C(=C1)NC(=O)C1=CC(=NN1C)COC)CC1=CC=C(C=C1)OC